FC(C(=O)O)(F)F.C1C(CC12CCNCC2)N2CCC(CC2)N2N=C(C=1C2=NC=NC1N)C1=CC=C(C=C1)OC1=CC=CC=C1 1-(1-(7-azaspiro[3.5]nonan-2-yl)piperidin-4-yl)-3-(4-phenoxyphenyl)-1H-pyrazolo[3,4-d]pyrimidin-4-amine trifluoroacetate